ClC1=C(C(=CC=C1)C)C1(CC1)C#N 1-(2-chloro-6-methyl-phenyl)cyclopropanecarbonitrile